6-(6-chloro-3-cyanoimidazo[1,2-b]pyridazin-8-ylamino)nicotinic acid ClC=1C=C(C=2N(N1)C(=CN2)C#N)NC2=NC=C(C(=O)O)C=C2